CN(C(C(C)OCC(CCCC)CC)=O)C N,N-dimethyl-beta-2-ethylhexyloxypropionamide